6-oxo-5-(trifluoromethyl)-1H-pyridine-2-carboxylic acid methyl ester COC(=O)C=1NC(C(=CC1)C(F)(F)F)=O